Cl.ClC=1C=C(C=CC1Cl)N1N=C(C=C1)OCCCCN1CCCC1 1-(3,4-dichlorophenyl)-3-[4-(pyrrolidin-1-yl)butoxy]-1H-pyrazole hydrochloride